Methyl 5-(3-ethoxy-5-methoxyphenyl)-1H-pyrazole-3-carboxylate C(C)OC=1C=C(C=C(C1)OC)C1=CC(=NN1)C(=O)OC